(S)-3-amino-4-(3-isopropyl-2-oxo-1,2,3,5-tetrahydro-4H-benzo[e][1,4]diazepin-4-yl)cyclobut-3-ene-1,2-dione NC=1C(C(C1N1[C@H](C(NC2=C(C1)C=CC=C2)=O)C(C)C)=O)=O